CN1C=NC(=C1)S(=O)(=O)N1CCC(CC1)NC1=NC=C(C(=N1)C=1C=NN(C1)C=1C(=NC(=CC1)CN1CCN(CC1)C)C)C(F)(F)F N-(1-((1-Methyl-1H-imidazol-4-yl)sulfonyl)piperidin-4-yl)-4-(1-(2-methyl-6-((4-methylpiperazin-1-yl)methyl)pyridin-3-yl)-1H-pyrazol-4-yl)-5-(trifluoromethyl)pyrimidin-2-amine